COC=1C=C(C=CC1C(=O)N1CCN(CC1)CC1CCNCC1)C=1C=C(C(N(C1)C)=O)C 5-(3-methoxy-4-(4-(piperidin-4-ylmethyl)piperazine-1-carbonyl)phenyl)-1,3-dimethylpyridin-2(1H)-one